SOS sulfydryl ether